6-amino-N-(5-chloro-6-(o-tolyl)pyridin-2-yl)-3-fluoropyridine-2-sulfonamide NC1=CC=C(C(=N1)S(=O)(=O)NC1=NC(=C(C=C1)Cl)C1=C(C=CC=C1)C)F